C1(CC1)S(=O)(=O)N1N=CC(=C1)C1=NC=CC(=N1)NC1=NC=C(C(=C1)N1CCC2(CCNC2)CC1)C#CC=1C=NN(C1)C (1-(cyclopropylsulfonyl)-1H-pyrazol-4-yl)-N-(5-((1-methyl-1H-pyrazol-4-yl)ethynyl)-4-(2,8-diazaspiro[4.5]dec-8-yl)pyridin-2-yl)pyrimidin-4-amine